3-methoxy-1,3,5-trimethyl-8-[[(1R)-1-[3-(1,1-difluoro-2-hydroxy-ethyl)-2,5-difluoro-phenyl]ethyl]amino]pyrrolo[2,3-g]phthalazin-2-one COC1(C(N(C2=CC=3C(=NN=C(C3C=C21)C)N[C@H](C)C2=C(C(=CC(=C2)F)C(CO)(F)F)F)C)=O)C